1,6-bis(p-acetoxycarbonylphenoxy)hexane C(C)(=O)OC(=O)C1=CC=C(OCCCCCCOC2=CC=C(C=C2)C(=O)OC(C)=O)C=C1